(5-(4-((1R,5S)-3,8-diazabicyclo[3.2.1]octan-3-yl)-2-(((S)-1-methylpyrrolidin-2-yl)methoxy)quinazolin-7-yl)thiophen-2-yl)methanol [C@H]12CN(C[C@H](CC1)N2)C2=NC(=NC1=CC(=CC=C21)C2=CC=C(S2)CO)OC[C@H]2N(CCC2)C